C(C)C=1C=CC2=C(N=C(O2)C=2SC(=CC2)C=2OC3=C(N2)C=C(C=C3)C)C1 5-ethyl-2-(5-(5-methylbenzo[d]oxazol-2-yl)thiophen-2-yl)benzo[d]oxazole